2-butyl-1,3-diazaspiro[4.4]non-1-ene-4-one C(CCC)C1=NC2(C(N1)=O)CCCC2